FC(C1=C(C=CC(=C1)C(F)(F)F)S(=O)(=O)N1CC2(C1)CN(C2)CC2CCOCC2)(F)F 2-((2,4-bis(trifluoromethyl)phenyl)sulfonyl)-6-((tetrahydro-2H-pyran-4-yl)methyl)-2,6-diazaspiro[3.3]heptane